5-norbornen-2-yl acetate C(C)(=O)OC1C2C=CC(C1)C2